FC(COC1=NC=CC(=C1)CNC(=O)NC12CC(C1)(C2)F)F 1-[[2-(2,2-difluoroethoxy)pyridin-4-yl]methyl]-3-(3-fluoro-1-bicyclo[1.1.1]pentanyl)urea